(S)-PENT-4-EN-2-AMINE HYDROCHLORIDE Cl.C[C@@H](CC=C)N